4,10-diazapentacosan-25-aminium 2,2,2-trifluoroacetate FC(C(=O)[O-])(F)F.CCCNCCCCCNCCCCCCCCCCCCCCC[NH3+]